C(C)N(P(=O)(C1=CC=C(C=C1)C1=NOC(=N1)C(F)(F)Cl)OC1(OC2=CC=CC=C2CC1C1=CC=CC=C1)O)C1=C(C=C(C=C1)Br)Cl isoflavandiol ethyl-N-(4-bromo-2-chlorophenyl)-P-(4-(5-(chlorodifluoromethyl)-1,2,4-oxadiazol-3-yl)phenyl)phosphonamidate